1,3,5-tris(3',5'-di-tert-butyl-4'-hydroxybenzyl)-s-triazine-2,4,6-trione C(C)(C)(C)C=1C=C(CN2C(N(C(N(C2=O)CC2=CC(=C(C(=C2)C(C)(C)C)O)C(C)(C)C)=O)CC2=CC(=C(C(=C2)C(C)(C)C)O)C(C)(C)C)=O)C=C(C1O)C(C)(C)C